OC(CCCCCCCCCCCCC(=O)O)CCC(CCCCCCCC)O 14,17-dihydroxypentacosanoic acid